C=1N=CC=2C1CC(=CC2)C=O 2-benzoAzole-6-carbaldehyde